ClC1=C(N(C(C2=C(C=CC=C12)C1=C(C=C(C=C1)C(F)(F)F)Cl)=O)C1=CC=CC=C1)[C@H](C)NC=1C2=C(N=CN1)NC=CC2=O (S)-4-((1-(4-chloro-8-(2-chloro-4-(trifluoromethyl)phenyl)-1-oxo-2-phenyl-1,2-dihydroisoquinolin-3-yl)ethyl)amino)pyrido[2,3-d]pyrimidin-5(8H)-one